(6-(4-(3H-imidazo[4,5-b]pyridin-7-yl)-1H-pyrazol-1-yl)pyridin-3-yl)-5,5,5-trifluoro-2-methylpentane-2-ol N1=CNC2=NC=CC(=C21)C=2C=NN(C2)C2=CC=C(C=N2)CC(CCC(F)(F)F)(O)C